CN1CCN(CC1)C(CC12CC(C1)(C2)NC(OCC2=CC=CC=C2)=O)=O benzyl (3-(2-(4-methylpiperazin-1-yl)-2-oxoethyl)bicyclo[1.1.1]pentan-1-yl)carbamate